1-((2s,4S)-2-(((S)-((S)-1-(cyclopentyloxy)-1-oxopropan-2-ylamino)(phenoxy)phosphoryloxy)methyl)-1,3-dioxolan-4-yl)-5-fluoro-2-oxo-1,2-dihydropyrimidin-4-aminium chloride [Cl-].C1(CCCC1)OC([C@H](C)N[P@@](=O)(OC1=CC=CC=C1)OC[C@H]1OC[C@H](O1)N1C(N=C(C(=C1)F)[NH3+])=O)=O